6,7-dichloro-1-(1-(2-chloro-4-fluorophenyl)piperidin-4-yl)-3,4-dihydroquinazolin-2(1H)-one ClC=1C=C2CNC(N(C2=CC1Cl)C1CCN(CC1)C1=C(C=C(C=C1)F)Cl)=O